OC(C(C(C)(C)C)O)C1=C(C(=NC=C1)N1C(C[C@@H](C1)C)(C)C)C(=O)N 1,2-dihydroxy-3,3-dimethylbutyl-2-[(4S)-2,2,4-trimethylpyrrolidin-1-yl]pyridine-3-carboxamide